C(=O)(O)C=1C=C(C=CC1C(=O)O)C1CC(C2=CC=C3C(=C12)C(=O)OC3=O)C 1-(3',4'-dicarboxyphenyl)-3-methylindane-6,7-dicarboxylic acid anhydride